CN(C1=CC=C(/C=C/C2=NC=C(C(=O)NC3=CN(C(=C3)C(NC3=CN(C(=C3)C(NCC/C(=N/CC)/NCC)=O)C)=O)C)C=C2)C=C1)C 6-((E)-4-(dimethylamino)styryl)-N-(5-((5-(((Z)-3-(ethylamino)-3-(ethylimino)propyl)carbamoyl)-1-methyl-1H-pyrrol-3-yl)carbamoyl)-1-methyl-1H-pyrrol-3-yl)nicotinamide